(1R)-1-[3-[tert-butyl-(dimethyl)silyl]Oxy-4-methoxy-phenyl]Ethylamine C(C)(C)(C)[Si](OC=1C=C(C=CC1OC)[C@@H](C)N)(C)C